BrC1=CC=C(C=C1)[C@H]1[C@H](N2[C@H]1CN(C[C@@H]1[C@H](C2)OC(O1)(C)C)C(=O)NC1=CC=C(C=C1)OC)CN1C(C2=CC=CC=C2C1=O)=O (3aR,6aR,7S,8S,10aS)-7-(4-bromophenyl)-8-((1,3-dioxoisoindolin-2-yl)methyl)-N-(4-methoxyphenyl)-2,2-dimethyloctahydro-5H-azeto[1,2-a][1,3]dioxolo[4,5-f][1,4]diazocine-5-carboxamide